5'-deoxy-5-fluorouridine FC=1C(NC(N([C@H]2[C@H](O)[C@H](O)[C@@H](C)O2)C1)=O)=O